OC1=C(N=NC=C1)C(=O)O 4-HYDROXYPYRIDAZINE-3-CARBOXYLIC ACID